1-(2-Methoxyphenyl)-3-(4-methyl-5-(2-(methylamino)pyrimidin-4-yl)thiazol-2-yl)urea COC1=C(C=CC=C1)NC(=O)NC=1SC(=C(N1)C)C1=NC(=NC=C1)NC